N-[2-(2,5-dichloro-1,3-thiazol-4-yl)ethyl]acetamide ClC=1SC(=C(N1)CCNC(C)=O)Cl